OC1C(COCC1)[NH-] (4-hydroxy-tetrahydro-pyran-3-yl)-amid